3-ethyl-7-((4-(6-methyl-5-oxo-6,7-dihydro-5H-pyrrolo[3,4-b]pyridin-2-yl)piperazin-1-yl)methyl)-1,5-naphthyridin-2(1H)-one C(C)C=1C(NC2=CC(=CN=C2C1)CN1CCN(CC1)C1=CC=C2C(=N1)CN(C2=O)C)=O